C(C)OC(/C(=C/C(S(=O)(=O)C1=CC=CC=C1)C1=CC=C(C=C1)OC)/F)=O (Z)-4-(4-methoxyphenyl)-2-fluoro-4-(benzenesulfonyl)-2-butenoic acid ethyl ester